C(C)OC=1C=C(C=CC1OC)[C@@H](CS(=O)(=O)C)N1C(C2=CC(=CC(=C2C1=O)[N+](=O)[O-])F)=O (S)-2-(1-(3-ethoxy-4-methoxyphenyl)-2-(methylsulfonyl)ethyl)-6-fluoro-4-nitroisoindoline-1,3-dione